C(C(C)C)C1OCC(O1)C=C 2-isobutyl-4-vinyl-1,3-dioxolane